7-(3-(4-azido-3,3-difluoro-4-(4-fluorophenyl)butoxy)-2-fluorophenyl)-[1,2,4]triazolo[1,5-a]pyridin-2-amine N(=[N+]=[N-])C(C(CCOC=1C(=C(C=CC1)C1=CC=2N(C=C1)N=C(N2)N)F)(F)F)C2=CC=C(C=C2)F